N-({2-fluoro-4-((2S,3S)-2-hydroxy-3-(3,4,5-trichlorophenyl)-3-(trifluoromethyl)pyrrolidin-1-yl)phenyl}methyl)cyclopropanecarboxamide FC1=C(C=CC(=C1)N1[C@H]([C@@](CC1)(C(F)(F)F)C1=CC(=C(C(=C1)Cl)Cl)Cl)O)CNC(=O)C1CC1